isopropyl 2'-(3-fluoropyridin-4-yl)-4'-oxo-5',6'-dihydro-1'H-spiro[piperidine-4,7'-pyrrolo[3,2-c]pyridine]-1-carboxylate FC=1C=NC=CC1C1=CC=2C(NCC3(C2N1)CCN(CC3)C(=O)OC(C)C)=O